N2,N2-dimethyl-guanine CN(C=1NC(C=2NC=NC2N1)=O)C